4-[[5-fluoro-4-(8-fluoro-4-isopropyl-2,3-dihydro-1,4-benzoxazin-6-yl)pyrimidin-2-yl]amino]-N-(2-prop-2-ynoxyethyl)benzenesulfonamide FC=1C(=NC(=NC1)NC1=CC=C(C=C1)S(=O)(=O)NCCOCC#C)C=1C=C(C2=C(N(CCO2)C(C)C)C1)F